O1CCOC12CCC(CC2)C2=CC=C1C(=NC=NN12)N 7-(1,4-dioxaspiro[4.5]decane-8-yl)pyrrolo[2,1-f][1,2,4]triazine-4-Amine